4,6-dimethoxy-2,3-dioxoindoline COC1=C2C(C(NC2=CC(=C1)OC)=O)=O